4-(2,2-difluorocyclobutyl)benzonitrile FC1(C(CC1)C1=CC=C(C#N)C=C1)F